3-amino-1-(2-cyclopropyl-2'-(dimethylphosphoryl)-3-fluoro-[1,1'-biphenyl]-4-yl)pyrrolidin-2-one hydrochloride Cl.NC1C(N(CC1)C1=C(C(=C(C=C1)C1=C(C=CC=C1)P(=O)(C)C)C1CC1)F)=O